iron (III) tris(ethyl-3-oxo-pentanoate) C(C)C(C(=O)[O-])C(CC)=O.C(C)C(C(=O)[O-])C(CC)=O.C(C)C(C(=O)[O-])C(CC)=O.[Fe+3]